CC1N(CCC(C1)(C(=O)O)C)C(=O)OC(C)(C)C methyl-1-(tert-butoxycarbonyl)-4-methylpiperidine-4-carboxylic acid